2-(((2-(methoxymethyl)-2H-tetrazol-5-yl)methoxy)methyl)-N-(1-methyl-1H-tetrazol-5-yl)-6-(trifluoromethyl)nicotinamide COCN1N=C(N=N1)COCC1=C(C(=O)NC2=NN=NN2C)C=CC(=N1)C(F)(F)F